FC=1C=CC(=NC1)NC(CN1C=2N(C(C3=C1C(N(C3)C(C)C)=O)=O)N=C(C2)C(=O)NC2=C(C=CC=C2)OC)=O 4-{2-[(5-fluoropyridin-2-yl)amino]-2-oxoethyl}-N-(2-methoxyphenyl)-5,8-dioxo-6-(propan-2-yl)-5,6,7,8-tetrahydro-4H-pyrazolo[1,5-a]pyrrolo[3,4-d]pyrimidine-2-carboxamide